1-((2R,4R)-2-(1H-benzo[d]imidazol-2-yl)-1-methyl-piperidin-4-yl)-3-(4-cyanophenyl)urea N1C(=NC2=C1C=CC=C2)[C@@H]2N(CC[C@H](C2)NC(=O)NC2=CC=C(C=C2)C#N)C